NCC1=NNC(C2=CC=C(C=C12)C1(CC1)C(=O)N(C1CCCC=2C=CC=NC12)CC1=C(C=C(C=C1)Br)F)=O 1-(4-(aminomethyl)-1-oxo-1,2-dihydrophthalazin-6-yl)-N-(4-bromo-2-fluorobenzyl)-N-(5,6,7,8-tetrahydroquinolin-8-yl)cyclopropane-1-carboxamide